NC=1C(=NON1)N1N=NC=C1CO [3-(4-amino-1,2,5-oxadiazol-3-yl)-1,2,3-triazol-4-yl]methanol